ClC1=C(C=CC(=C1)Cl)C=1N=C(SC1)C1=C(C(=O)N)C=CC(=C1)OC (4-(2,4-dichlorophenyl)thiazol-2-yl)-4-methoxybenzamide